3H-Benzo[b]azepine-4,8-dicarboxamide N=1C2=C(C=C(CC1)C(=O)N)C=CC(=C2)C(=O)N